ClC=1N=C(N2C1C(=CC(=C2)S(=O)(=O)NC2CC2)N2C[C@H](N(CC2)C(C(C)C)=O)C)C=2SC(=NN2)C(F)F (R)-1-chloro-N-cyclopropyl-3-(5-(difluoromethyl)-1,3,4-thiadiazol-2-yl)-8-(4-isobutyryl-3-methylpiperazin-1-yl)imidazo[1,5-a]pyridine-6-sulfonamide